C(C)(C)(C)OC(=O)NCCC(=O)NCCCNC1=NC2=C(C3=CN=CC=C13)C=CC(=C2)C(=O)OC Methyl 5-((3-(3-((tert-butoxycarbonyl)amino)propanamido)propyl)amino)benzo[c][2,6]naphthyridine-8-carboxylate